4-methoxy-7-(1-methyl-1H-pyrazol-4-yl)thiazolo[4,5-c]pyridin-2-amine COC1=NC=C(C2=C1N=C(S2)N)C=2C=NN(C2)C